C(OCC)(OC1=CC2=CC=C(C(=C2C(=C1)C1=C(C=2N=C(N=C(C2C=N1)N1CCOCCC1)OC[C@]12CCCN2C[C@@H](C1)F)F)C#C)F)=O ethyl (5-ethynyl-6-fluoro-4-(8-fluoro-2-(((2R,7aS)-2-fluorotetrahydro-1H-pyrrolizin-7a(5H)-yl)methoxy)-4-(1,4-oxazepan-4-yl)pyrido[4,3-d]pyrimidin-7-yl)naphthalen-2-yl) carbonate